2-Chloro-4-((S)-8-(5-(4-((4-(3-(((R)-2,6-dioxopiperidin-3-yl)amino)phenyl)piperazin-1-yl)methyl)piperidine-1-carbonyl)pyridin-2-yl)-3-methyl-2,8-diazaspiro[4.5]decan-2-yl)benzonitrile ClC1=C(C#N)C=CC(=C1)N1CC2(C[C@@H]1C)CCN(CC2)C2=NC=C(C=C2)C(=O)N2CCC(CC2)CN2CCN(CC2)C2=CC(=CC=C2)N[C@H]2C(NC(CC2)=O)=O